2-(6-chloro-4-ethoxy-1H-pyrazolo[4,3-c]pyridin-1-yl)butyric acid ClC1=CC2=C(C(=N1)OCC)C=NN2C(C(=O)O)CC